CN(C([O-])=O)CC N-methyl-N-ethylcarbamate